C(C)(C)NCC=1NC2=CC(=CC=C2C1)C1=NC=CC(=N1)NC=1C=C2C=NNC2=CC1 N-(2-(2-((isopropylamino)methyl)-1H-indol-6-yl)pyrimidin-4-yl)-1H-indazol-5-amine